[Na+].NC(SCCCS(=O)(=O)[O-])=N 3-[(amino-iminomethyl)thio]-1-propanesulfonic acid sodium salt